C1(=CC=C(C=C1)C[C@H]1N(C[C@@H]([C@H]1O)OC(=O)OC(C)(C)C)C(=O)OC(C)(C)C)C1=CC=CC=C1 tert-butyl (2R,3S,4S)-2-{[1,1'-biphenyl]-4-ylmethyl}-4-[(tert-butoxycarbonyl)oxy]-3-hydroxypyrrolidine-1-carboxylate